C(CCC)C1COC2=C(O1)C(=CC=C2)OC 2-butyl-8-methoxy-2,3-dihydrobenzo[b][1,4]dioxin